C(C)S(=O)(=O)C1=CC=C(C=C1)C(C(=O)N1CCC(CC1)O)OC1=CC=C(C=C1)C#N 4-{1-[4-(ethylsulfonyl)phenyl]-2-(4-hydroxypiperidyl)-2-oxoethoxy}benzenecarbonitrile